2-(5-(3-ethyl-1,2,4-oxadiazol-5-yl)-2-methoxyphenylamino)-1-(6-(trifluoromethyl)indolin-1-yl)ethanone C(C)C1=NOC(=N1)C=1C=CC(=C(C1)NCC(=O)N1CCC2=CC=C(C=C12)C(F)(F)F)OC